N1=C(N=CC=C1)S 2-pyrimidinethiol